4,7-dioxa-decane CCCOCCOCCC